C(C)OC1=CC(=C(C(=C1)F)CN1N=C(C2=C1CCC2)C2=NC=C(C(=N2)NC2=CC=NC=C2)OC)F 2-[1-[(4-ethoxy-2,6-difluorophenyl)methyl]-5,6-dihydro-4H-cyclopenta[c]pyrazol-3-yl]-5-methoxy-N-pyridin-4-ylpyrimidin-4-amine